C1(CC1)C=1N=C(C=2N(C1)C=C(N2)CN(C2=CC(=NC=N2)NC(=O)[C@@H]2[C@H](C2)C2=NC=CC(=N2)C)C)N2C(CCC2)=O (1S,2S)-N-(6-(((6-cyclopropyl-8-(2-oxopyrrolidin-1-yl)imidazo[1,2-a]pyrazin-2-yl)methyl)(methyl)amino)pyrimidin-4-yl)-2-(4-methylpyrimidin-2-yl)cyclopropane-1-carboxamide